Cl.N1=CC(=CC=C1)C(=O)O pyridine-3-carboxylate hydrochloride